(2R)-2-aminopropan-1-ol N[C@@H](CO)C